2-ETHYLHEXYL SULFATE, SODIUM SALT [Na+].S(=O)(=O)(OCC(CCCC)CC)[O-]